N'-((2-cyclopropyl-3-methyl-6,7-dihydro-5H-cyclopenta[b]pyridin-4-yl)carbamoyl)-4-(2-hydroxypropan-2-yl)thiazole-2-sulfonimidamide C1(CC1)C1=C(C(=C2C(=N1)CCC2)NC(=O)N=S(=O)(N)C=2SC=C(N2)C(C)(C)O)C